C(=C)(C)[C@H](CC)CCC(C)=O (R)-3-isopropenyl-6-heptanal